ClC=1C=CC(=NC1)[C@@H]1[C@H](C1)C=1C=2N(N=C(C1)C=1C(=NC(=NC1)OC)OC)C=CN2 8-((1S,2S)-2-(5-chloropyridin-2-yl)cyclopropyl)-6-(2,4-dimethoxypyrimidin-5-yl)imidazo[1,2-b]pyridazine